NCC(CN1N=CN(C1=O)CC=1SC=C(C1)C1=CC=C(C=C1)N1CCNCC1)=C(F)F 2-[2-(aminomethyl)-3,3-difluoro-allyl]-4-[[4-(4-piperazin-1-ylphenyl)-2-thienyl]methyl]-1,2,4-triazol-3-one